C(C)(C)(C)OC(=O)N1CCCCC1 1-tert-butoxycarbonyl-piperidine